(2R,3S,5R)-5-(2-amino-6-mercapto-9H-purine-9-yl)-2-(hydroxymethyl-d2)tetrahydrofuran-3-ylisobutyric acid NC1=NC(=C2N=CN(C2=N1)[C@H]1C[C@H]([C@@H](O1)C([2H])([2H])O)C(C(=O)O)(C)C)S